5-chloro-2-{[3-(hydroxymethyl)pyrrolidin-1-yl]methyl}-7,8-dihydro-6H-spiro[[1,3]oxazolo[5,4-f]quinazoline-9,1'-cyclohexan]-7-one ClC=1C=C2C(=C3C1NC(NC31CCCCC1)=O)OC(=N2)CN2CC(CC2)CO